tert-butyl N-methyl-N-[6-methyl-3-(trifluoromethyl)-5,7-dihydro-4H-benzothiophen-6-yl]carbamate CN(C(OC(C)(C)C)=O)C1(CC2=C(C(=CS2)C(F)(F)F)CC1)C